FC(C=1C=C(C=CC1)NC1=C(C(=O)O)C=CC=C1)(F)F 2-((3-(trifluoromethyl)phenyl)amino)benzoic acid